6-(1-(((1R,3R)-3-(4-(5-(trifluoromethyl)pyrimidin-2-yl)piperazine-1-carbonyl)cyclobutyl)amino)ethyl)pyridazin-3(2H)-one FC(C=1C=NC(=NC1)N1CCN(CC1)C(=O)C1CC(C1)NC(C)C=1C=CC(NN1)=O)(F)F